trans-3-octenohydroxamic acid C(C\C=C\CCCC)(=O)NO